C(C)C1=C(C=CC(=C1)O)C1=CC=C2C(=NNC2=C1)C=1NC2=C(CN(CC2)C(=O)OC(C)(C)C)N1 tert-Butyl 2-(6-(2-ethyl-4-hydroxyphenyl)-1H-indazol-3-yl)-1,4,6,7-tetrahydro-5H-imidazo[4,5-c]pyridine-5-carboxylate